tert-butyl 7-((1-(trans-4-hydroxycyclohexyl)-1H-pyrazolo[3,4-d]pyrimidin-6-yl)amino)-6-methoxy-3,4-dihydroisoquinoline-2(1H)-carboxylate O[C@@H]1CC[C@H](CC1)N1N=CC=2C1=NC(=NC2)NC2=C(C=C1CCN(CC1=C2)C(=O)OC(C)(C)C)OC